C(C)(C)(C)OC(=O)N1[C@H]2COC[C@@H]1CC(C2)O endo-tert-butyl-(1R,5S,7s)-7-hydroxy-3-oxa-9-azabicyclo[3.3.1]nonane-9-carboxylate